(3-(4-bromophenyl)-1,2,4-thiadiazole-5-yl)-2-methyl-propionamide BrC1=CC=C(C=C1)C1=NSC(=N1)C(C(=O)N)(C)C